BrC=1C(=CC(=NC1)C(C(=C)C)O)C 1-(5-bromo-4-methylpyridin-2-yl)-2-methylprop-2-en-1-ol